C=1N=CN2C1C1=CC=CC=C1C2C2CC1=C(C=NC(=C1)C)C2=O 6-(5H-imidazo[5,1-a]isoindol-5-yl)-3-methyl-5,6-dihydro-7H-cyclopenta[c]pyridin-7-one